(R)-N-((S)-1-(((R)-2-amino-6,7-dihydro-5H-cyclopenta[b]pyridin-5-yl)amino)-1-oxopropan-2-yl)-4-(2-fluorophenyl)-1,2,5,6-tetrahydropyridine-2-carboxamide NC1=CC=C2C(=N1)CC[C@H]2NC([C@H](C)NC(=O)[C@@H]2NCCC(=C2)C2=C(C=CC=C2)F)=O